2-amino-4-(diaminomethylideneamino)butanoic acid NC(C(=O)O)CCN=C(N)N